3-[(2,4-dimethyloxybenzyl)amino]pyridine COC1=C(CNC=2C=NC=CC2)C=CC(=C1)OC